C1(CCC1)N1CCC(CC1)N1N=C(C(=C1)NC1=NC=C(C(=N1)NCCCN1C(CCCCC1)=O)C(F)(F)F)C 1-(3-((2-((1-(1-cyclobutylpiperidin-4-yl)-3-methyl-1H-pyrazol-4-yl)amino)-5-(trifluoromethyl)pyrimidin-4-yl)amino)propyl)azepan-2-one